BrC=1C(=NC=CC1)C1(CCCC1)C#N 1-(3-bromopyridin-2-yl)cyclopentane-1-carbonitrile